[Na+].C(CCCCCCCCCCCCC)(=O)N[C@@H](CCC(=O)[O-])C(=O)[O-].[Na+] N-myristoyl-L-glutamic acid sodium salt